(1R,3S)-3-(3-{[(3,5-difluorophenyl)acetyl]amino}-1H-pyrazol-5-yl)cyclopentyl (2,2-difluoroethyl)carbamate FC(CNC(O[C@H]1C[C@H](CC1)C1=CC(=NN1)NC(CC1=CC(=CC(=C1)F)F)=O)=O)F